(2-propenyl)-1,3,5-triazine-2,4,6(1H,3H,5H)-trione C(C=C)N1C(NC(NC1=O)=O)=O